ClC1=CC=CC=2C=3N(C(=NC12)N[C@H]1C(NCCNC1)=O)N=C(N3)C=3C=NN(C3)C(C)C (6R)-6-({7-chloro-2-[1-(propan-2-yl)-1H-pyrazol-4-yl][1,2,4]triazolo[1,5-c]quinazolin-5-yl}amino)-1,4-diazepan-5-one